CN1N=NC(=C1)C1=NC(=C(C=C1)NS(=O)(=O)C)C 1-methyl-4-(6-methyl-5-(methylsulfonylamino)pyridin-2-yl)-1H-1,2,3-triazole